N-ethyl-5-(3-((1-methylpiperidin-4-yl)oxy)quinoxalin-6-yl)-7H-pyrrolo[2,3-d]pyrimidin-2-amine C(C)NC=1N=CC2=C(N1)NC=C2C=2C=C1N=C(C=NC1=CC2)OC2CCN(CC2)C